NC=1C=C(C(N(C1)C)=O)C=1C=CC2=C(OC3(CCOCC3)CC(N2)=O)C1 8-(5-amino-1-methyl-2-oxo-1,2-dihydropyridin-3-yl)-2',3',5',6'-tetrahydro-3H-spiro[benzo[b][1,4]oxazepine-2,4'-pyran]-4(5H)-one